FC1=C(C=CC(=C1)C)C1=CN=C2C(=N1)N(N=C2)CC(=O)NC2=CC=1N(C=C2)N=CN1 2-[6-(2-fluoro-4-methylphenyl)-1H-pyrazolo[3,4-b]pyrazin-1-yl]-N-([1,2,4]triazolo[1,5-a]pyridin-7-yl)acetamide